4',6'-bis(4-(9H-carbazol-9-yl)phenyl)-4,4''-di(9H-carbazol-9-yl)-5'-(4,6-diphenylpyrimidin-2-yl)-[1,1':2',1''-terphenyl]-3'-carbonitrile C1=CC=CC=2C3=CC=CC=C3N(C12)C1=CC=C(C=C1)C1=C(C(=C(C(=C1C1=NC(=CC(=N1)C1=CC=CC=C1)C1=CC=CC=C1)C1=CC=C(C=C1)N1C2=CC=CC=C2C=2C=CC=CC12)C1=CC=C(C=C1)N1C2=CC=CC=C2C=2C=CC=CC12)C1=CC=C(C=C1)N1C2=CC=CC=C2C=2C=CC=CC12)C#N